3-[2-(tert-Butoxycarbonylamino)ethyl]benzoic acid C(C)(C)(C)OC(=O)NCCC=1C=C(C(=O)O)C=CC1